4-(1-(2-Fluoroethyl)-1H-pyrazol-4-yl)pyridin-2-amine FCCN1N=CC(=C1)C1=CC(=NC=C1)N